C[N+](C1=CC=CC=C1)(C)C1=CC=CC2=CC=CC=C12 N,N-dimethyl-1-naphthylanilinium